FC(C=1OC(=NN1)N1[C@@H](C2=C(CC1)NC=N2)C2=NN1C(C(=CC=C1)OC(F)(F)F)=C2)F (S)-2-(difluoromethyl)-5-(4-(4-(trifluoromethoxy)pyrazolo[1,5-a]pyridin-2-yl)-1,4,6,7-tetrahydro-5H-imidazo[4,5-c]pyridin-5-yl)-1,3,4-oxadiazole